manganous chloride hydrate O.[Cl-].[Mn+2].[Cl-]